N-methyl-2-(2-nitrophenyl)ethylamine hydrochloride Cl.CNCCC1=C(C=CC=C1)[N+](=O)[O-]